N-{bicyclo[1.1.1]pentan-1-yl}-6-cyano-1-methylindole-2-carboxamide C12(CC(C1)C2)NC(=O)C=2N(C1=CC(=CC=C1C2)C#N)C